3-(3-aminopropyl)-N-(2,6-dioxopiperidin-3-yl)-2-fluorobenzamide NCCCC=1C(=C(C(=O)NC2C(NC(CC2)=O)=O)C=CC1)F